C(C)N1C(=NN(C1=O)C1=NC(=C(C(=O)N)C=C1F)O[C@H](C(F)(F)F)C)CO 6-(4-ethyl-3-(hydroxymethyl)-5-oxo-4,5-dihydro-1H-1,2,4-triazol-1-yl)-5-fluoro-2-(((S)-1,1,1-trifluoropropan-2-yl)oxy)nicotinamid